Ethyl 2-(3-(3-hydroxypropyl)isoxazol-5-yl)-3-methylbutanoate OCCCC1=NOC(=C1)C(C(=O)OCC)C(C)C